7-(2,7-Dimethyl-[1,3]thiazolo[5,4-b]pyridin-5-yl)-5-fluoro-3-(piperidin-4-yl)cinnoline formate salt C(=O)O.CC=1SC2=NC(=CC(=C2N1)C)C1=CC(=C2C=C(N=NC2=C1)C1CCNCC1)F